C(C)(=O)OCC(CC1=C(N(C2=CC=C(C=C12)Br)CC)C=1C(=NC=C(C1)N1C[C@H]2COCCN2CC1)[C@H](C)OC)(C)C 3-(5-bromo-1-ethyl-2-(5-((S)-hexahydropyrazino[2,1-c][1,4]oxazin-8(1H)-yl)-2-((S)-1-methoxyethyl)pyridin-3-yl)-1H-indol-3-yl)-2,2-dimethylpropyl acetate